2-chloro-4-[(2-chlorobenzyl)amino]pyrimidin-5-carboxamide ClC1=NC=C(C(=N1)NCC1=C(C=CC=C1)Cl)C(=O)N